C1(CC1)N1N=C(C(=C1)F)S(=O)(N)=NC(NC1=C2C(=NC3=C1CCC3)C3(CC2)CC3)=O 1-Cyclopropyl-4-fluoro-N'-((1',5',6',7'-tetrahydro-2'H-spiro[cyclopropane-1,3'-dicyclopenta[b,e]pyridin]-8'-yl)carbamoyl)-1H-pyrazole-3-sulfonimidamide